4-Ethyl-N-((S)-1-((1r,4S)-4-fluorocyclohexyl)-2-oxo-2-((4-(((S)-2-oxo-4-(trifluoromethyl)imidazolidin-1-yl)methyl)pyridin-2-yl)amino)ethyl)-1,2,5-oxadiazole-3-carboxamide C(C)C=1C(=NON1)C(=O)N[C@H](C(NC1=NC=CC(=C1)CN1C(N[C@@H](C1)C(F)(F)F)=O)=O)C1CCC(CC1)F